FC(C(CCCCCBr)(C1=CC=CC=C1)C1=CC=CC=C1)(F)F 7,7,7-trifluoro-6,6-diphenyl-1-bromoheptane